OC(C(C(=O)OC)=C)C1=CC=CC=C1 methyl 2-(hydroxyphenylmethyl)-acrylate